ClC1=CC(=C(C(=O)NC2=CC(NC=C2)=O)C=C1Cl)OC1=CC(=C(C=C1)OC)F 4,5-dichloro-2-(3-fluoro-4-methoxyphenoxy)-N-(2-oxo-1,2-dihydropyridin-4-yl)benzamide